dodecanol aspartate hydrochloride Cl.N[C@@H](CC(=O)O)C(=O)O.C(CCCCCCCCCCC)O